6-(2-ethoxy-3-pyridyl)-3-isopropyl-N-[(4-methoxy-2-pyridyl)methyl]-1-methyl-pyrazolo[3,4-b]pyridin-4-amine C(C)OC1=NC=CC=C1C=1C=C(C2=C(N1)N(N=C2C(C)C)C)NCC2=NC=CC(=C2)OC